NC=1C2=C(N=CN1)N(C(=C2C=2C=NN(C2)C2CCN(CC2)C)C2CN(CC2)C(C=C)=O)C 1-(3-{4-amino-7-methyl-5-[1-(1-methylpiperidin-4-yl)-1H-pyrazol-4-yl]-7H-pyrrolo[2,3-d]pyrimidin-6-yl}pyrrolidin-1-yl)prop-2-en-1-one